2-(4-((4-(cyclopropyl(2-fluoro-4-(1-methyl-1H-pyrazol-4-yl)benzyl)amino)-7H-pyrrolo[2,3-d]pyrimidin-7-yl)methyl)-3,4-dihydroxypiperidin-1-yl)acetamide C1(CC1)N(C=1C2=C(N=CN1)N(C=C2)CC2(C(CN(CC2)CC(=O)N)O)O)CC2=C(C=C(C=C2)C=2C=NN(C2)C)F